5-(imidazo[2,1-b]thiazol-6-yl)-1,3,4-oxadiazol S1C=2N(C=C1)C=C(N2)C2=NN=CO2